CC(CO)(CO)C 2,2-Dimethyl-1,3-Propanediol